N-methyl-N-(5-(((1s,4s)-4-(methyl(pyrimidin-2-yl)amino)cyclohexyl)oxy)-7-morpholino-1,6-naphthyridin-3-yl)methanesulfonamide CN(S(=O)(=O)C)C=1C=NC2=CC(=NC(=C2C1)OC1CCC(CC1)N(C1=NC=CC=N1)C)N1CCOCC1